ClCC1=CC=C2C=C(C(NC2=C1F)=O)C1CC1 7-(chloromethyl)-3-cyclopropyl-8-fluoro-1H-quinolin-2-one